CN(C=1SC2=C(N=CN=C2N)N1)C N2,N2-dimethyl-thiazolo[4,5-d]Pyrimidine-2,7-diamine